CN1N=C(C(=C1)C=1C(=NC(=CC1)C=1C=NNC1)C(=O)N)C1=NC=C(C=C1)N1CCOCC1 (1-methyl-3-(5-morpholinylpyridin-2-yl)-1H-pyrazol-4-yl)-6-(1H-pyrazol-4-yl)picolinamide